2-(2-((4-fluorobenzyl)thio)-4H-imidazo[4,5-b]pyridin-4-yl)-N-(2-methyl-5-(pyrrolidin-3-ylamino)phenyl)butanamide FC1=CC=C(CSC2=NC=3C(N(C=CC3)C(C(=O)NC3=C(C=CC(=C3)NC3CNCC3)C)CC)=N2)C=C1